1-(methoxycarbonylmethyl)-4-(phenylthiomethyl)-1H-1,2,3-triazole COC(=O)CN1N=NC(=C1)CSC1=CC=CC=C1